O=C1C(=C(C=NN1)N1[C@@H](CCC1)COC1=NC=CC(=N1)C(=O)O)C(F)(F)F 2-[[(2S)-1-[6-oxo-5-(trifluoromethyl)-1,6-dihydropyridazin-4-yl]pyrrolidin-2-yl]methoxy]pyrimidine-4-carboxylic acid